octahydro-4H-benzo[b][1,4]oxazine-4-carboxylate O1C2C(N(CC1)C(=O)[O-])CCCC2